NC1=NN(C=C1C=1C2=C(N=CN1)NC=C2)[C@H](CC#N)C2CCCC2 (3R)-3-{3-amino-4-{7H-pyrrolo[2,3-d]pyrimidin-4-yl}-1H-pyrazol-1-yl}-3-cyclopentylpropionitrile